ClC1=CC=C(C=C1)C1C(=C(N=C2N1C(/C(/S2)=C/C2=CC=C(C=C2)OCC(=O)N2CCN(CC2)C)=O)C)C(=O)OCC=C allyl (Z)-5-(4-chlorophenyl)-7-methyl-2-(4-(2-(4-methylpiperazin-1-yl)-2-oxoethoxy)benzylidene)-3-oxo-2,3-dihydro-5H-thiazolo[3,2-a]pyrimidine-6-carboxylate